CC1=CC=C(C=C1)N1N=CC(=C1)O 1-(4-methylphenyl)-1H-pyrazol-4-ol